C1(=CC=CC=C1)COCCCCC(C(=O)OC(C)(C)C)=O tert-butyl 6-(phenylmethyloxy)-2-oxohexanoate